[6-(6-cyclopentyloxy-pyridin-2-yl)-naphthalen-2-yloxy]Acetic acid C1(CCCC1)OC1=CC=CC(=N1)C=1C=C2C=CC(=CC2=CC1)OCC(=O)O